5-(3-fluoro-4-pyridinyl)thiazol-2-amine FC=1C=NC=CC1C1=CN=C(S1)N